3-(2-methoxyphenyl)-4-[(E)-styryl]-1H-pyrazolo[3,4-b]pyridine COC1=C(C=CC=C1)C1=NNC2=NC=CC(=C21)\C=C\C2=CC=CC=C2